Pyridoxal 5'-sulfate S(=O)(=O)(O)OCC=1C(=C(C(=NC1)C)O)C=O